CC1=C(OCC(=O)OC(C)(C)C)C=CC=C1B1OC(C(O1)(C)C)(C)C tert-butyl [2-methyl-3-(4,4,5,5-tetramethyl-1,3,2-dioxaborolan-2-yl)phenoxy]acetate